BrC=1C(=C(OC2=C(C=O)C=CC=C2)C=CC1)[N+](=O)[O-] 2-(3-bromo-2-nitrophenoxy)benzaldehyde